(1R,3R)-5-(2-((1R,3aS,7aR,E)-1-((S)-1-((2R,5R)-2,5-dimethylmorpholino)propan-2-yl)-7a-methyloctahydro-4H-inden-4-ylidene)ethylidene)-2-methylenecyclohexane-1,3-diol C[C@H]1OC[C@H](N(C1)C[C@@H](C)[C@H]1CC[C@H]2\C(\CCC[C@]12C)=C\C=C1C[C@H](C([C@@H](C1)O)=C)O)C